3-Hydroxy-1-(4-methoxyphenyl)-4-(3-oxo-2-phenylindolin-2-yl)pyrrolidine-2,5-dione OC1C(N(C(C1C1(NC2=CC=CC=C2C1=O)C1=CC=CC=C1)=O)C1=CC=C(C=C1)OC)=O